P(=O)(OCN1N=C(N=C1C=1N=C2N(C=C(C=N2)F)C1Br)C(F)(F)F)(OC(C)(C)C)OC(C)(C)C (5-(3-bromo-6-fluoroimidazo[1,2-a]pyrimidin-2-yl)-3-(trifluoromethyl)-1H-1,2,4-triazol-1-yl)methyl di-tert-butyl phosphate